tert-butane carbamate C(N)(O)=O.C(C)(C)C